3-(2,6-dimethoxy-4-(1,4,5-trimethyl-6-oxo-1,6-dihydropyridin-3-yl)benzoyl)-3-azaspiro[5.5]undecane-9-carbaldehyde COC1=C(C(=O)N2CCC3(CC2)CCC(CC3)C=O)C(=CC(=C1)C1=CN(C(C(=C1C)C)=O)C)OC